5-((4-(cyclopentylamino)-5-methylpyrimidin-2-yl)amino)-3-methylbenzo[c][1,2]oxaborol-1(3H)-ol C1(CCCC1)NC1=NC(=NC=C1C)NC1=CC2=C(B(OC2C)O)C=C1